BrCCCCOC1OCCCC1 2-(4-bromobutoxy)-tetrahydropyran